methyl-tributyl-phosphine bis(trifluoromethanesulfonimide) [N-](S(=O)(=O)C(F)(F)F)S(=O)(=O)C(F)(F)F.[N-](S(=O)(=O)C(F)(F)F)S(=O)(=O)C(F)(F)F.CC(CCC)P(CCCC)CCCC